6-chloro-2-(2,6-dichloro-3,5-dimethoxyphenyl)-4-(3-methoxypiperidin-1-yl)pyrido[3,4-d]pyrimidine ClC1=CC2=C(N=C(N=C2N2CC(CCC2)OC)C2=C(C(=CC(=C2Cl)OC)OC)Cl)C=N1